N-{[(2R)-1,4-Dioxan-2-yl]methyl}-2'-{[(2S)-1,4-dioxan-2-yl]methyl}-8'-(trifluoromethyl)-2',5'-dihydrospiro[cyclopropan-1,4'-furo[2,3-g]indazol]-7'-carboxamid O1[C@@H](COCC1)CNC(=O)C1=C(C2=C(CC3(C4=CN(N=C24)C[C@@H]2OCCOC2)CC3)O1)C(F)(F)F